2-chloro-N-(4-cyclopropylphenyl)-5-nitropyrimidin-4-amine ClC1=NC=C(C(=N1)NC1=CC=C(C=C1)C1CC1)[N+](=O)[O-]